FC1=C(C=CC(=C1)F)C1=NC(=NC=2[C@]3([C@H](CCC12)[C@H](C(C(=C3)C#N)=O)C)C)C3=CC=NC1=CC=CC=C31 (6aR,7R,10aS)-4-(2,4-difluorophenyl)-7,10a-dimethyl-8-oxo-2-(quinolin-4-yl)-5,6,6a,7,8,10a-hexahydrobenzo[h]quinazoline-9-carbonitrile